FC(C1=CC=C(C=C1)N1CC(CC2=NC=CC=C12)CN1C(C2=CC=CC=C2C1=O)=O)(F)F 2-((1-(4-(trifluoromethyl)phenyl)-1,2,3,4-tetrahydro-1,5-naphthyridin-3-yl)methyl)isoindoline-1,3-dione